(2-methylphenyl)-3-butyn-2-one CC1=C(C=CC=C1)CC(C#C)=O